3,3-Difluoro-1-azaspiro[4.4]nonen-4-ol FC1(C=NC2(C1O)CCCC2)F